S(C)(=O)(=O)O.FC(C(C(F)(F)F)OC(=O)N1CCN(CC1)CC1=C(C=C(C=C1)C(F)(F)F)N1CCCC1)(F)F 4-(2-(pyrrolidin-1-yl)-4-(trifluoromethyl)benzyl)piperazine-1-carboxylic acid 1,1,1,3,3,3-hexafluoropropan-2-yl ester mesylate